N-(2-fluoro-4-(5-methoxy-1H-benzo[d][1,2,3]triazol-1-yl)benzyl)sulfamide FC1=C(CNS(=O)(=O)N)C=CC(=C1)N1N=NC2=C1C=CC(=C2)OC